6-chloro-3-(((1R)-1-(2-cyano-7-methyl-3-(3-(pyridin-4-yl)pyrrolidin-1-yl)quinoxalin-5-yl)ethyl)amino)picolinic acid ClC1=CC=C(C(=N1)C(=O)O)N[C@H](C)C1=C2N=C(C(=NC2=CC(=C1)C)C#N)N1CC(CC1)C1=CC=NC=C1